5-Fluoro-8-hydroxy-N-((1S,2R)-2-phenylcyclopropyl)-5,6,7,8-tetrahydrochinolin-5-carboxamid FC1(C=2C=CC=NC2C(CC1)O)C(=O)N[C@@H]1[C@H](C1)C1=CC=CC=C1